2,4-dimethylhept-2-enal CC(C=O)=CC(CCC)C